C(=O)(O)C=1C=C(C=CC1C(=O)O)C1=C(C=CC=C1)S(=O)(=O)C1=C(C=CC=C1)C1=CC(=C(C=C1)C(=O)O)C(=O)O 3,4-dicarboxyphenyl-phenylsulfone